O1COC2=C1C=CC(=C2)C2=C1C=C(C(=CC1=C(C1=C2C(OC1)=O)OCCCCCCN1CCN(CC1)C(=O)OCC)OC)OC ethyl 4-(6-(9-(benzo[d][1,3]dioxol-5-yl)-1,3-dihydro-6,7-dimethoxy-1-oxonaphtho[2,3-c]furan-4-yloxy)hexyl)piperazine-1-carboxylate